O1C(=NC=C1)C1CCN(CC1)C(=O)OC(C)(C)C tert-butyl 4-(oxazol-2-yl)piperidine-1-carboxylate